(S)-2-((5-(4-(4-methylisoxazol-5-yl)phenyl)pyridin-2-yl)amino)-6,6a,7,8-tetrahydro-9H-pyrido[2,3-b]pyrrolo[1,2-d][1,4]oxazin-9-one CC=1C=NOC1C1=CC=C(C=C1)C=1C=CC(=NC1)NC1=CC2=C(OC[C@H]3N2C(CC3)=O)N=C1